C(C1=CC=CC=C1)NC([C@@H]([C@@H](C=C)OCC1=CC2=CC=CC=C2C=C1)C1=CC=C(C=C1)C)=O (2R,3R)-N-benzyl-3-(naphthalen-2-ylmethoxy)-2-(p-tolyl)pent-4-enamide